C(CCC)[Si](C1=CC=C(C=C1)P(N(P(C1=CC=C(C=C1)[Si](CCCC)(CCCC)CCCC)C1=C(C=CC=C1)SC)C1=CC=CC=C1)C1=CC=C(C=C1)[Si](CCCC)(CCCC)CCCC)(CCCC)CCCC N-(bis(4-(tributylsilyl)phenyl)phosphaneyl)-1-(2-(methylthio)phenyl)-N-phenyl-1-(4-(tributylsilyl)phenyl)phosphanamine